5-(1-(hydroxymethyl)cyclopropyl)isoxazol OCC1(CC1)C1=CC=NO1